Ethyl 6-chloro-3,5-dimethylpyrazine-2-carboxylate ClC1=C(N=C(C(=N1)C(=O)OCC)C)C